COC1=C(C#N)C=CC=C1 2-methoxy-benzonitrile